N-cyclopropyl-N-(6-(cyclopropylmethoxy)-2,3-difluorobenzyl)-4-fluoro-2-methoxy-5-nitroaniline C1(CC1)N(C1=C(C=C(C(=C1)[N+](=O)[O-])F)OC)CC1=C(C(=CC=C1OCC1CC1)F)F